(12aR)-9-bromo-10-chloro-8-(2-methoxyethoxy)-3,4,12,12a-tetrahydro-6H-pyrazino[2,1-c][1,4]benzooxazepine-2(1H)-carboxylic acid tert-butyl ester C(C)(C)(C)OC(=O)N1C[C@@H]2COC3=C(CN2CC1)C=C(C(=C3Cl)Br)OCCOC